C(C1=CC=CC=C1)OC=1C=C2C(=C(N(C2=CC1)C1=CC(=C(C=C1)F)C)C(C)C)C(C#N)C 2-(5-(benzyloxy)-1-(4-fluoro-3-methylphenyl)-2-isopropyl-1H-indol-3-yl)propionitrile